2,2,7-trifluoro-4-(prop-2-yn-1-yl)-6-(2,3,4,6-tetrafluoro-5-methylphenyl)-2H-benzo[b][1,4]oxazin-3(4H)-one FC1(C(N(C2=C(O1)C=C(C(=C2)C2=C(C(=C(C(=C2F)C)F)F)F)F)CC#C)=O)F